(2R,6R)-N-{2-benzyl-2-azaspiro[3.3]heptan-6-yl}-4-(5-cyanopyrimidin-2-yl)-2,6-dimethylpiperazine-1-carboxamide C(C1=CC=CC=C1)N1CC2(C1)CC(C2)NC(=O)N2[C@@H](CN(C[C@H]2C)C2=NC=C(C=N2)C#N)C